S1C=NC2=C1CCC2O 5,6-dihydro-4H-cyclopenta[d]thiazol-4-ol